3-(5,6-dihydro-4H-cyclopenta[d]thiazol-2-yl)-8-methyl-5,6-dihydro-[1,2,4]triazolo[4,3-a]pyrazin S1C(=NC2=C1CCC2)C2=NN=C1N2CCN=C1C